N-(2-(4-(1-(4-hydroxyphenyl)-2-phenylbut-1-en-1-yl)phenoxy)ethyl)-N-methylpropanamide OC1=CC=C(C=C1)C(=C(CC)C1=CC=CC=C1)C1=CC=C(OCCN(C(CC)=O)C)C=C1